tert-butyl (S)-2-((6-(6-chloro-3,4-dihydroisoquinolin-2(1H)-yl)-3',6'-dihydro-[2,4'-bipyridin]-1'(2'H)-yl)methyl)-1-(oxetan-2-ylmethyl)-1H-benzo[d]imidazole-6-carboxylate ClC=1C=C2CCN(CC2=CC1)C1=CC=CC(=N1)C=1CCN(CC1)CC1=NC2=C(N1C[C@H]1OCC1)C=C(C=C2)C(=O)OC(C)(C)C